3-hydroxyprop-1-ylamine OCCCN